5-(3,5-difluorophenyl)-5,6,7,8-tetrahydroimidazo[1,2-a]pyridine FC=1C=C(C=C(C1)F)C1CCCC=2N1C=CN2